ClC1=CC=C(O[C@H](C(=O)N(C)OC2CCC2)C)C=C1 (2S)-2-(4-chlorophenoxy)-N-cyclobutoxy-N-methylpropanamide